tert-butyl ((S)-1-(((S)-2-((1S,2S,5R)-1-hydroxy-2-isopropyl-5-methylcyclohexane-1-carboxamido)-1-phenylethyl)amino)-1-oxopropan-2-yl)carbamate O[C@@]1([C@@H](CC[C@H](C1)C)C(C)C)C(=O)NC[C@H](C1=CC=CC=C1)NC([C@H](C)NC(OC(C)(C)C)=O)=O